O=C1N(C(C=C1)=O)CCOCCNC(=O)C1(COC1)C(=O)O 3-[2-[2-(2,5-dioxopyrrol-1-yl)ethoxy]ethylcarbamoyl]oxetane-3-carboxylic acid